ClC=1C=C(C=CC1N1CCN(CC1)S(=O)(=O)C)N1N=CC2=CC(=C(C(=C12)F)O)F 1-(3-Chloro-4-(4-(methylsulfonyl)piperazin-1-yl)phenyl)-5,7-difluoro-1H-indazol-6-ol